5-[2-bromo-4-(trifluoromethyl)phenyl]-N2-(1-methyl-1H-pyrazol-4-yl)-N4-(3-nitrophenyl)pyrimidine-2,4-diamine BrC1=C(C=CC(=C1)C(F)(F)F)C=1C(=NC(=NC1)NC=1C=NN(C1)C)NC1=CC(=CC=C1)[N+](=O)[O-]